O=C(C(=O)O)CCC alpha-oxovaleric acid